C(C)(C)(C)OC(=O)N1CCC(CC1)N1CC2=CC=C(C=C2CC1)Br 4-(6-bromo-3,4-dihydroisoquinolin-2(1H)-yl)piperidine-1-carboxylic acid tert-butyl ester